[Ca].OC[C@H](C=1C=C(C=CC1)C)C(C(=O)N)C ((S)-2-hydroxy-1-(m-tolyl)ethyl)propionamide calcium